C(C1=CC=CC=C1)N1N=C(C(N(C1=O)CC1=CC=CC=C1)=O)[Si](C1=CC=CC=C1)(C1=CC=CC=C1)C(C)(C)C 2,4-dibenzyl-6-(tert-butyldiphenylsilyl)-1,2,4-triazine-3,5(2H,4H)-dione